(E)-7-(4-chlorobenzylidene)-8-oxo-5,6,7,8-tetrahydronaphthalene-2-carboxylic acid ClC1=CC=C(\C=C\2/CCC=3C=CC(=CC3C2=O)C(=O)O)C=C1